BrC1=CC=C2C(=NC(N(C2=C1)C1=CC(=CC=C1)I)=O)NC1CC1 7-bromo-4-(cyclopropylamino)-1-(3-iodophenyl)quinazolin-2(1H)-one